C1CN(CC[NH+]1CCO)CCS(=O)(=O)[O-] The molecule is a HEPES that is ethanesulfonate substituted by a 4-(2-hydroxyethyl)piperazin-4-ium-1-yl group at position 2. It is a conjugate acid of a 2-[4-(2-hydroxyethyl)piperazin-1-yl]ethanesulfonate. It is a tautomer of a 2-[4-(2-hydroxyethyl)piperazin-1-yl]ethanesulfonic acid.